C1(CCC1)[C@@H]1OCC2=CC(=CC=C2[C@@H]1C1=CC=C(C=C1)N1CCC(CC1)C=O)O 1-(4-((3S,4S)-3-cyclobutyl-7-hydroxyisochroman-4-yl)phenyl)piperidine-4-carbaldehyde